(3S,4R)-3-fluoro-4-hydroxypiperidine hydrochloride Cl.F[C@H]1CNCC[C@H]1O